NC1=NC(=NC(=C1F)F)F 4-amino-2,5,6-trifluoropyrimidine